OCCN(CCCCCCCS(=O)(=O)N(CCCCCC)CCCCCCCC)CCCCCCCS(=O)(=O)N(CCCCCCCC)CCCCCC 7,7'-((2-hydroxyethyl)azanediyl)bis(N-hexyl-N-octylheptane-1-sulfonamide)